3-(3-cyclopentyl-7-((2S,6R)-2,6-dimethylmorpholino)isoxazolo[4,5-d]pyrimidin-5-yl)phenylmethanol C1(CCCC1)C1=NOC2=C1N=C(N=C2N2C[C@@H](O[C@@H](C2)C)C)C=2C=C(C=CC2)CO